3-(dimethylamino)propyl 4-hydroxy-3-methoxybenzoate OC1=C(C=C(C(=O)OCCCN(C)C)C=C1)OC